ClC1=NC=CN=C1COC1=NC=CC(=C1Cl)C1=NOC(=N1)C(F)(F)F 2-chloro-3-[({3-chloro-4-[5-(trifluoromethyl)-1,2,4-oxadiazol-3-yl]pyridin-2-yl}oxy)methyl]pyrazine